C(#N)\C(=C/C1=C(N(C(=C1)C)C=1SC(=CC1C#N)C)C)\C1=NC2=C(C=NC(=C2)OC)N1COC (E)-2-(3-(2-cyano-2-(6-methoxy-3-(methoxymethyl)-3H-imidazo[4,5-c]pyridin-2-yl)vinyl)-2,5-dimethyl-1H-pyrrol-1-yl)-5-methylthiophene-3-carbonitrile